NC=1SC2=C(N1)C(=CC=C2F)C2=C(C=C1C(=NC(=NC1=C2F)OCC2(CC2)CN2CCOCC2)N2CCOC[C@@H](C2)NC(C=C)=O)F N-((6R)-4-(7-(2-amino-7-fluorobenzo[d]thiazol-4-yl)-6,8-difluoro-2-((1-(morpholinomethyl)cyclopropyl)methoxy)quinazolin-4-yl)-1,4-oxazepan-6-yl)acrylamide